6-amino-2-(4-aminophenyl)-benzoxazole NC1=CC2=C(N=C(O2)C2=CC=C(C=C2)N)C=C1